COC(=O)C1=C(NC(=C1Br)C)C=1C(=NC=CC1)OC(F)(F)F 4-bromo-5-methyl-2-(2-(trifluoromethoxy)pyridin-3-yl)-1H-pyrrole-3-carboxylic acid methyl ester